6-Amino-5-(2-(4-(4-(dimethoxymethyl)piperidin-1-yl)phenyl)morpholino)pyridazin NC1=C(C=CN=N1)N1CC(OCC1)C1=CC=C(C=C1)N1CCC(CC1)C(OC)OC